NC1=NC(=C2N(C(N(C2=N1)CC1=CC=C(C=C1)OC)=O)CC(F)(F)F)OCC1=CC=CC=C1 2-Amino-6-(benzyloxy)-9-(4-methoxybenzyl)-7-(2,2,2-trifluoroethyl)-7,9-dihydro-8H-purin-8-one